CC(C(=O)OC1=CC=C(C=C1)NC1=CC=CC=2C(C3=C(C=CC=C3C(C12)=O)NC1=CC=C(C=C1)OC(C(=C)C)=O)=O)=C 4-{[5-({4-[(2-methylprop-2-enoyl)oxy]phenyl}amino)-9,10-dioxoanthracen-1-yl] amino}phenyl 2-methylprop-2-enoate